CC(CC)N1CCC(CC1)O 1-(1-methylpropyl)-4-piperidinol